S(=O)(=O)(ON1[C@@H]2CC[C@H](N(C1=O)C2)C(NC(=O)[C@@H]2CN(CC2)C)=N)[O-].[Na+] sodium (2S,5R)-2-(N-((S)-1-methylpyrrolidine-3-carbonyl) carbamimidoyl)-7-oxo-1,6-diazabicyclo[3.2.1]octan-6-yl sulfate